4-nitrothiophene-2-carboxylate [N+](=O)([O-])C=1C=C(SC1)C(=O)[O-]